(S)-2-(4-fluoro-3,5-dimethylbenzyl)-6-(((S)-1-(5-fluoropyridin-2-yl)-2-hydroxyethyl)amino)-N-hydroxyhexanamide FC1=C(C=C(C[C@@H](C(=O)NO)CCCCN[C@H](CO)C2=NC=C(C=C2)F)C=C1C)C